4-(azetidin-3-yloxy)-1-isopropyl-1H-pyrazole N1CC(C1)OC=1C=NN(C1)C(C)C